OC1=NC=2CN(CCC2C=C1)C(=O)OC(C)(C)C tert-butyl 2-hydroxy-5,8-dihydro-1,7-naphthyridine-7(6H)-carboxylate